1-[2,6-Dihydroxy-4-[(2S,4R,5S)-3,4,5-trihydroxy-6-[[(2R,4S,5R)-3,4,5-trihydroxy-6-methyloxan-2-yl]oxymethyl]oxan-2-yl]oxyphenyl]-3-(3-hydroxy-4-methoxyphenyl)prop-2-en-1-one OC1=C(C(=CC(=C1)O[C@@H]1OC([C@H]([C@H](C1O)O)O)CO[C@@H]1OC([C@@H]([C@@H](C1O)O)O)C)O)C(C=CC1=CC(=C(C=C1)OC)O)=O